tertiary butyl-(3-(tertiary butyl)-4-methoxyphenoxy)dimethylsilane C(C)(C)(C)[Si](C)(C)OC1=CC(=C(C=C1)OC)C(C)(C)C